(S)-4-(1-(2,6-difluorophenyl)ethyl)-1-(2-(pyrimidin-4-yl)nicotinoyl)piperidine-4-carbonitrile FC1=C(C(=CC=C1)F)[C@@H](C)C1(CCN(CC1)C(C1=C(N=CC=C1)C1=NC=NC=C1)=O)C#N